(R)-5-methyl-2-(4-(piperidin-3-ylamino)thieno[3,4-d]Pyridazin-1-yl)phenol CC=1C=CC(=C(C1)O)C1=NN=C(C=2C1=CSC2)N[C@H]2CNCCC2